CC(C)C([NH3+])O.[Br-] 3-dimethyl-hydroxyethylammonium bromide